2-chloro-4-((4-(1-methyl-4-(trifluoromethyl)-1H-imidazol-2-yl)benzyl)oxy)pyrido[3,2-d]pyrimidine ClC=1N=C(C2=C(N1)C=CC=N2)OCC2=CC=C(C=C2)C=2N(C=C(N2)C(F)(F)F)C